N-(4-(3-amino-7-phenyl-6-(1,1,1-trifluoropropan-2-yl)-1H-pyrazolo[4,3-c]pyridin-4-yl)benzyl)-5-fluoro-2-methoxybenzamide NC1=NNC2=C1C(=NC(=C2C2=CC=CC=C2)C(C(F)(F)F)C)C2=CC=C(CNC(C1=C(C=CC(=C1)F)OC)=O)C=C2